methoxycyclohexane-1-carboxamide COC1(CCCCC1)C(=O)N